(R*)-(9-chloro-10,11-dihydrobenzo[6,7]oxepino[3,2-b]pyridin-11-yl)-N-methylmethanamine ClC1=CC=CC2=C1C[C@@H](C1=NC=CC=C1O2)CNC |o1:8|